C1(=CC=CC=C1)C(CC(CCCCCCC)=O)=O 1-Phenyldecane-1,3-dione